1,1,1,3,3,3-hexafluoropropan-2-yl (±)-1-(thiazol-5-ylcarbamoyl)-6-azaspiro[2.5]octane-6-carboxylate S1C=NC=C1NC(=O)[C@@H]1CC12CCN(CC2)C(=O)OC(C(F)(F)F)C(F)(F)F |r|